C(C)(C)N1C(=NC2=NC=C(C=C21)C=2C=CN1N=CN=C(C12)OC)C 1-isopropyl-6-(4-methoxypyrrolo[2,1-f][1,2,4]triazin-5-yl)-2-methyl-1H-imidazo[4,5-b]pyridine